N-(cyanomethyl)-4-[7-(1-cyano-1-methyl-ethyl)imidazo[1,2-a]pyridin-3-yl]-2,6-dimethoxy-benzamide C(#N)CNC(C1=C(C=C(C=C1OC)C1=CN=C2N1C=CC(=C2)C(C)(C)C#N)OC)=O